2-methylimidazoleoleic acid CC1(N=CC=N1)CCCCCCCC\C=C/CCCCCCCC(=O)O